pentyltri(t-butoxy)tin C(CCCC)[Sn](OC(C)(C)C)(OC(C)(C)C)OC(C)(C)C